OC=1C=NC=C(C1C(C)NC(C)P(O)(O)=O)COP(=O)(O)O {1-[(3-hydroxy-methyl-5-phosphonooxymethylpyridin-4-ylmethyl)-amino]-ethyl}-phosphonic acid